methyl-2-hydroxy(4-nitrobenzene) methacrylate C(C(=C)C)(=O)O.CC1=C(C=C(C=C1)[N+](=O)[O-])O